rel-(trans)-4-(2-oxo-1,2-dihydropyridin-4-yl)pyrrolidine-3-carbonitrile O=C1NC=CC(=C1)[C@H]1[C@@H](CNC1)C#N